C(C)C1=CC=C(C=C1)S(=O)(=O)C=1C=NC2=CC=C(C=C2C1NCCO)OC(F)(F)F 2-((3-((4-ethylphenyl)sulfonyl)-6-(trifluoromethoxy)quinolin-4-yl)amino)ethan-1-ol